FC(C1CNCCC1)F 3-(difluoromethyl)piperidine